NC([C@H](C[C@H]1C(NCC1)=O)NC([C@H](CC(C)C)NC(=O)C1=NC2=C(N1)C=CC=C2OC(F)(F)F)=O)=O N-((S)-1-(((S)-1-amino-1-oxo-3-((S)-2-oxopyrrolidin-3-yl)propan-2-yl)amino)-4-methyl-1-oxopentan-2-yl)-4-(trifluoromethoxy)-1H-benzo[d]imidazole-2-carboxamide